ethyl 1-(4-((1,1-dimethylsilinan-4-yl)amino)-2-(methylthio)pyrimidin-5-yl)cyclopropane-1-carboxylate C[Si]1(CCC(CC1)NC1=NC(=NC=C1C1(CC1)C(=O)OCC)SC)C